(2S,4R)-N-((R)-1-(4-carbamimidoylthiophen-2-yl)ethyl)-1-((dibenzo[b,d]furan-2-carbonyl)glycyl)-4-phenoxypyrrolidine-2-carboxamide C(N)(=N)C=1C=C(SC1)[C@@H](C)NC(=O)[C@H]1N(C[C@@H](C1)OC1=CC=CC=C1)C(CNC(=O)C1=CC2=C(OC3=C2C=CC=C3)C=C1)=O